ClC=1C=C(N)C=CC1CC1=C(C=C(N)C=C1)Cl 3,3'-dichloro-4,4'-methylenedianiline